FC1(C(CN(CC1)C(=O)OC(C)(C)C)C1=CN(C(C=C1)=O)C(C)C)F tert-butyl 4,4-difluoro-3-(1-isopropyl-6-oxo-1,6-dihydropyridin-3-yl)piperidine-1-carboxylate